7H-pyrrolo[3,4-b]pyridin-7-one N1=C2C(=CC=C1)C=NC2=O